BrC1=C2C=CC(=CC2=CC=C1)C(=O)N1CCC(CC1)(F)F (5-bromo-2-naphthyl)-(4,4-difluoro-1-piperidyl)methanone